1-(3-(2-chloro-3-ethyl-1H-pyrrolo[2,3-B]pyridin-5-yl)phenyl)piperazin-2-one ClC1=C(C=2C(=NC=C(C2)C=2C=C(C=CC2)N2C(CNCC2)=O)N1)CC